FC1=C(C=CC=C1C(C1CCOCC1)OC)B1OC(C(O1)(C)C)(C)C 2-(2-fluoro-3-(methoxy(tetrahydro-2H-pyran-4-yl)methyl)phenyl)-4,4,5,5-tetramethyl-1,3,2-dioxaborolane